FC(C1=NC(=CC(=C1)C1=NN(C=N1)/C=C(/C(=O)N)\C=1C=NC(=CC1)Cl)C(F)(F)F)(F)F (E)-3-(3-(2,6-bis(trifluoromethyl)pyridin-4-yl)-1H-1,2,4-triazol-1-yl)-2-(6-chloropyridin-3-yl)acrylamide